C(C)OC(COC1=C(C=CC(=C1)N1C(N(C(NC1=O)=O)C1=CC(=CC=C1)C)=O)OC1=CC=CC=C1)=O 2-{5-[3-(3-Methylphenyl)-2,4,6-trioxo-1,3,5-triazin-1-yl]-2-phenoxyphenoxy}acetic acid ethyl ester